2-vinyl-1-(2-hydroxy-3-sulfopropyl)pyridinium C(=C)C1=[N+](C=CC=C1)CC(CS(=O)(=O)O)O